Phenyl 2,3,4-tri-O-benzyl-6-O-triisopropylsilyl-α-D-mannopyranosyl-(1→2)-3,4,6-tri-O-benzyl-1-thio-α-D-mannopyranoside C(C1=CC=CC=C1)O[C@@H]1[C@H](O[C@@H]([C@H]([C@@H]1OCC1=CC=CC=C1)OCC1=CC=CC=C1)CO[Si](C(C)C)(C(C)C)C(C)C)O[C@@H]1[C@@H](SC2=CC=CC=C2)O[C@@H]([C@H]([C@@H]1OCC1=CC=CC=C1)OCC1=CC=CC=C1)COCC1=CC=CC=C1